OC1=C(C(=O)[O-])C=CC=C1.[Na+] sodium hydroxybenzoate